CN1CCC(CC1)C(=O)OCCOCCOCCOCCOCCN(CCCCCCCC)C(C(COCCCCCCCC\C=C/CCCCCCCC)OCCCCCCCC\C=C/CCCCCCCC)=O 2-[2-[2-[2-[2-[2,3-bis[(Z)-octadec-9-enoxy]propanoyl-octylamino]ethoxy]ethoxy]ethoxy]ethoxy]ethyl 1-methylpiperidine-4-carboxylate